8-Chloro-1-(3,3-difluorotetrahydro-2H-pyran-4-yl)-2-[(4-methoxy-1H-pyrazol-1-yl)methyl]-1H-imidazo[4,5-c]quinoline ClC1=CC=2C3=C(C=NC2C=C1)N=C(N3C3C(COCC3)(F)F)CN3N=CC(=C3)OC